C(C)(C)OCCN(CC[C@@H](C(=O)O)NC(=O)N1[C@@H](CCC1)C)CCCCC1=NC=2NCCCC2C=C1 (2S)-4-[2-isopropoxyethyl-[4-(5,6,7,8-tetrahydro-1,8-naphthyridin-2-yl)butyl]amino]-2-[[(2R)-2-methylpyrrolidine-1-carbonyl]amino]butanoic acid